OC1=C(C=C(C2=CC=CC=C12)O)O 1,2,4-trihydroxynaphthalene